tributyl-(dimethylsilyl)phosphonium chloride [Cl-].C(CCC)[P+]([SiH](C)C)(CCCC)CCCC